O1[C@H](COCC1)CNC1=C(C=C(C(=O)N)C=C1)[N+](=O)[O-] (S)-4-(((1,4-dioxan-2-yl)methyl)amino)-3-nitrobenzamide